FC1=C(C(=O)O)C(=C(C(=C1F)F)F)NC1=C(C=C(C=C1)I)F 2,3,4,5-tetrafluoro-6-((2-fluoro-4-iodophenyl)amino)benzoic acid